ClC1=C(C(=CC(=C1)C1=NC2=C(C(=CN=C2C=C1)S(=O)(=O)C)NC1CCC(CC1)N(C)C)Cl)O 2,6-dichloro-4-(8-((4-(dimethylamino)cyclohexyl)amino)-7-(methyl-sulfonyl)-1,5-naphthyridin-2-yl)phenol